S(=O)(=O)(C)C=1C=C(C(OC)=CC1)NCC#CC1=CC(=C2C=CN(C2=C1)CC(F)(F)F)NC(=O)C1C(CN(CC1)C)C N-{6-[3-(4-mesyl-2-anisidino)-1-propynyl]-1-(2,2,2-trifluoroethyl)-4-indolyl}-1-methyl-3-methyl-4-piperidinecarboxamide